FC1=CN=C2CC(CNC2=C1)[C@@H](C1=CC=CC=C1)NCCC=1C=CC(=C(C1)CC(=O)O)C [5-(2-{[(S)-(7-fluoro-1,2,3,4-tetrahydro-1,5-naphthyridin-3-yl)(phenyl)methyl]amino}ethyl)-2-methylphenyl]acetic acid